CN(C1CCC(CC1)NC=1N=CC2=C(N1)N(C=C2)S(=O)(=O)C2=CC=CC=C2)C (1r,4r)-N1,N1-dimethyl-N4-(7-(phenylsulfonyl)-7H-pyrrolo[2,3-d]pyrimidin-2-yl)cyclohexane-1,4-diamine